i-hexyl acrylate C(C=C)(=O)OCCCC(C)C